N-methyl-N-(4-(trifluoromethyl)phenyl)but-2-ynamide CN(C(C#CC)=O)C1=CC=C(C=C1)C(F)(F)F